FC(F)(F)C1=C(C=CC=C1)S(=O)(=O)N (trifluoromethyl)benzene-1-sulfonamide